O1C(=CC=C1)C1=NC(=C2C(=N1)N(N=C2)C2=CC=CC=C2)NC(=O)C=2SC(=CC2)[N+](=O)[O-] N-(6-(furan-2-yl)-1-phenyl-1H-pyrazolo[3,4-d]pyrimidin-4-yl)-5-nitrothiophene-2-carboxamide